2'-bromo-N-(5-(((1r,4r)-4-(hydroxymethyl)cyclohexyl)oxy)-1,3,4-thiadiazol-2-yl)-5'-methoxy-6-methyl-[4,4'-bipyridine]-3-carboxamide BrC1=NC=C(C(=C1)C1=C(C=NC(=C1)C)C(=O)NC=1SC(=NN1)OC1CCC(CC1)CO)OC